C(C)(C)(C)N1CCC(CC1)N1N=NC(=C1)[C@H](C=1C(=NC=CC1)Cl)NC=1C=C2C(=C(C=NC2=C(C1)Cl)C#N)NC1=CC(=C(C=C1)F)Cl (S)-6-(((1-(1-(tert-butyl)piperidin-4-yl)-1H-1,2,3-triazol-4-yl)(2-chloropyridin-3-yl)methyl)amino)-8-chloro-4-((3-chloro-4-fluorophenyl)amino)quinoline-3-carbonitrile